6-fluoro-1-methyl-1,2,3,4-tetrahydroisoquinoline FC=1C=C2CCNC(C2=CC1)C